1-ethyl-3-(4-((4-(5-(trifluoromethyl)pyridin-2-yl)piperazin-1-yl)methyl)pyridin-2-yl)urea C(C)NC(=O)NC1=NC=CC(=C1)CN1CCN(CC1)C1=NC=C(C=C1)C(F)(F)F